(R)-N-tert-butoxycarbonyl-3-iodoalanine methyl ester COC([C@@H](NC(=O)OC(C)(C)C)CI)=O